8,8-dimethyl-7-oxo-2-(pyrazolo[1,5-b]pyridazine-3-carbonyl)-2-azaspiro[3.5]non-5-ene-6-carbonitrile CC1(C(C(=CC2(CN(C2)C(=O)C=2C=NN3N=CC=CC32)C1)C#N)=O)C